3,6-diamino-9-[2-(methoxycarbonyl)phenyl]-xanthylium NC=1C=CC2=C(C3=CC=C(C=C3[O+]=C2C1)N)C1=C(C=CC=C1)C(=O)OC